tert-butyl (2-(2-(2-(5-(4-chlorophenyl)-1-(2,4-dichlorophenyl)-4-methyl-1H-pyrazole-3-carboxamido)-2-ethylbutanamido)ethoxy)ethyl)carbamate ClC1=CC=C(C=C1)C1=C(C(=NN1C1=C(C=C(C=C1)Cl)Cl)C(=O)NC(C(=O)NCCOCCNC(OC(C)(C)C)=O)(CC)CC)C